2-(difluoromethoxy)-N-methyl-N-[[4-[5-(trifluoromethyl)-1,2,4-oxadiazol-3-yl]phenyl]methyl]acetamide FC(OCC(=O)N(CC1=CC=C(C=C1)C1=NOC(=N1)C(F)(F)F)C)F